C(C1=CC=CC=C1)OC1=CC=C2C(C3(OC(C2=C1)C)CCCCC3)=O 7'-(benzyloxy)-1'-methylspiro[cyclohexane-1,3'-isochroman]-4'-one